NC1=C2CC[C@@H](N(C2=CC=C1N[C@H]1C[C@@H](CCC1)C(=O)OC)C(=O)OC)C methyl (2S)-5-amino-6-[[(1R,3R)-3-(methoxycarbonyl)cyclohexyl]amino]-2-methyl-1,2,3,4-tetrahydroquinoline-1-carboxylate